3-methoxycinnamic acid COC=1C=C(C=CC(=O)O)C=CC1